C(C1=CC=CC=C1)NC1=CC=C(C(=N1)CO)C1(OCCC1)C (6-(Benzylamino)-3-(2-methyltetrahydrofuran-2-yl)pyridin-2-yl)methanol